FC(CNC(=O)C=1C(=NC=C(C1)OC[C@H](C)NS(=O)(=O)C(F)(F)F)C)F N-(2,2-difluoroethyl)-2-methyl-5-[(2S)-2-(trifluoromethylsulfonylamino)propoxy]pyridine-3-carboxamide